3-chloro-6-(5-((cyclohexyl-(2-hydroxyethyl)amino)methyl)-1H-tetrazol-1-yl)pyridine ClC=1C=NC(=CC1)N1N=NN=C1CN(CCO)C1CCCCC1